(E)-3-(4-Bromo-3-nitrophenyl)-1-(2-hydroxyphenyl)prop-2-en-1-one BrC1=C(C=C(C=C1)/C=C/C(=O)C1=C(C=CC=C1)O)[N+](=O)[O-]